OC(CCC[C@@H](C)[C@H]1CC[C@H]2CCCC[C@@]12C)(C)C (1R,3aR,7aR)-1-((R)-6-hydroxy-6-methylheptan-2-yl)-7a-methyloctahydro-4H-indene